1-{4-[8-amino-5-(4-aminocyclohex-1-en-1-yl)-3-methylimidazo[1,5-a]pyrazin-1-yl]naphthalen-1-yl}-3-(2-methoxy-5-methylphenyl)urea NC=1C=2N(C(=CN1)C1=CCC(CC1)N)C(=NC2C2=CC=C(C1=CC=CC=C21)NC(=O)NC2=C(C=CC(=C2)C)OC)C